C(C)(C)(C)OC(=O)N1C[C@@H](CCC1)NC=1C2=C(N=CN1)NC=C2C2=CCCC2.C(C)(C)(C)OOCCC[Si](OC)(OC)OC tert-butyl-peroxypropyl-trimethoxysilane tert-butyl-(R)-3-((5-(cyclopent-1-en-1-yl)-7H-pyrrolo[2,3-d]pyrimidin-4-yl)amino)piperidine-1-carboxylate